COCCN(CCOC)S(F)(F)F Bis(2-methoxyethyl)aminosulfur trifluorid